C(C)(C)(C)[C@@H]1CC[C@H](CC1)C1=NC(=C(C(=N1)C)C(=O)OC)C methyl (trans)-2-(4-tert-butylcyclohexyl)-4,6-dimethyl-pyrimidine-5-carboxylate